[Pd](Cl)Cl.C(C)(C)(C)P(C1=CC=C(N(C)C)C=C1)C(C)(C)C 4-di-tert-butylphosphanyl-N,N-dimethyl-aniline palladium dichloride